tert-butyl 4-(4-((6-(trifluoromethyl)pyridazin-3-yl)oxy)phenyl)piperidine-1-carboxylate FC(C1=CC=C(N=N1)OC1=CC=C(C=C1)C1CCN(CC1)C(=O)OC(C)(C)C)(F)F